C1CC12CCN(CC2)S(=O)(=O)NC(=O)C2=C(C(=C(C(=O)O)C=C2)F)OC 4-(((6-azaspiro[2.5]octan-6-yl)sulfonyl)carbamoyl)-2-fluoro-3-methoxybenzoic acid